((2-(4-fluoro-3-methylphenyl)thiazol-5-yl)methyl)-(2-fluorophenyl)quinoxaline-2-carboxamide FC1=C(C=C(C=C1)C=1SC(=CN1)CC1=C2N=C(C(=NC2=CC=C1)C(=O)N)C1=C(C=CC=C1)F)C